5-(8-(2,6-dimethoxy-4-(1,4,5-trimethyl-6-oxo-1,6-dihydropyridin-3-yl)benzyl)-2,8-diazaspiro[4.5]decan-2-yl)-1-methyl-1,2,3,4-tetrahydroisoquinoline COC1=C(CN2CCC3(CCN(C3)C3=C4CCNC(C4=CC=C3)C)CC2)C(=CC(=C1)C1=CN(C(C(=C1C)C)=O)C)OC